(R)-4-(1-(3-amino-5-(trifluoromethyl)phenyl)ethylamino)-7-chloro-N,N,2-trimethylpyrido[2,3-d]pyrimidine-6-carboxamide NC=1C=C(C=C(C1)C(F)(F)F)[C@@H](C)NC=1C2=C(N=C(N1)C)N=C(C(=C2)C(=O)N(C)C)Cl